ClC1=C(C#N)C=C(C=C1)C(=O)N1CC=2C(=NN3C2C(N(CC3)CC3=CC2=C(OC(O2)(F)F)C=C3)=O)C[C@H]1C (R)-2-Chloro-5-(9-((2,2-difluorobenzo[d][1,3]dioxol-5-yl)methyl)-3-methyl-10-oxo-1,2,3,4,7,8,9,10-octahydropyrido[4',3':3,4]pyrazolo[1,5-a]pyrazine-2-carbonyl)benzonitrile